FC1=CC=C(C(=O)N2[C@@H](C=3N(CC2)C(=NN3)C3=NC(=NS3)C#N)C)C=C1 (R)-5-(7-(4-fluorobenzoyl)-8-methyl-5,6,7,8-tetrahydro-[1,2,4]triazolo[4,3-a]pyrazin-3-yl)-1,2,4-thiadiazole-3-carbonitrile